CC1CC(N(C1)CO)=O 4-methyl-N-(hydroxymethyl)-2-pyrrolidone